acetylCobaltacetane C(C)(=O)C([Co])CCCCCCCCCCCCCC